[N+](=O)([O-])C1=C(C(=C(C=C1)S(=O)(=O)[O-])[N+](=O)[O-])[N+](=O)[O-] trinitrobenzenesulphonate